methyl (R)-3-phenyl-3-(1-(trifluoromethyl)cyclopropyl)propanoate C1(=CC=CC=C1)[C@@H](CC(=O)OC)C1(CC1)C(F)(F)F